ClC1=C(N(N=C1C(F)(F)F)C1=CC(=CC=C1)C(N(C)C1=CC2=C(OC(O2)(F)F)C=C1)=O)CO[C@@H]1CC[C@H](CC1)C(=O)OCC Trans-ethyl 4-[[4-chloro-2-[3-[(2,2-difluoro-1,3-benzodioxol-5-yl)-methyl-carbamoyl]phenyl]-5-(trifluoromethyl)pyrazol-3-yl]methoxy]cyclohexanecarboxylate